(R)-(4,4-Dimethylpyrrolidin-2-yl)methanol CC1(C[C@@H](NC1)CO)C